FC1=C(N(N=C1)C)C=1C=C(C=CC1OC)NC(=O)NC1=CC=C(C=C1)C(F)(F)F 1-[3-(4-Fluoro-2-methyl-2H-pyrazol-3-yl)-4-methoxy-phenyl]-3-(4-trifluoromethyl-phenyl)-urea